CC(CNC(OC(C)(C)C)=O)CNC1=CC=C(C=N1)N1C(C=CC=C1)=O tert-Butyl (2-methyl-3-((2-oxo-2H-[1,3'-bipyridin]-6'-yl)amino)propyl)carbamate